Cl.O=C1NC(CC[C@@H]1NC(=O)C1CCNC2=CC=CC=C12)=O N-[(3S)-2,6-diOxopiperidin-3-yl]-3,4-dihydro-2H-quinoline-4-carboxamide hydrochloride